N-(2-acetyl-5-bromophenyl)-N-isopropyl-propionamide C(C)(=O)C1=C(C=C(C=C1)Br)N(C(CC)=O)C(C)C